ClC1=CC(=C(C(=C1)O)O)C=NC1=C(C=C(C=C1)Cl)Cl 5-chloro-3-((2,4-dichloro-phenylimino)meth-yl)benzene-1,2-diol